CC1C(CC(C(N1CCCCC=O)=O)NC(OC(C)(C)C)=O)C1=CC=CC=C1 tert-butyl (6-methyl-2-oxo-1-(5-oxopentyl)-5-phenyl-3-piperidyl)carbamate